(R)-1-(2-chlorophenyl)ethan-1-ol ClC1=C(C=CC=C1)[C@@H](C)O